C(C1=CC=CC=C1)OC(C(C(CN1CC[C@@H]2N(CC([C@@H]21)(F)F)C(=O)OC(C)(C)C)OC)(C)C)=O (cis)-tert-butyl 4-(4-(benzyloxy)-2-methoxy-3,3-dimethyl-4-oxobutyl)-3,3-difluorohexahydropyrrolo[3,2-b]pyrrole-1(2H)-carboxylate